N1CN=C(C=C1)C(=O)N DIHYDROPYRIMIDINE-4-CARBOXAMIDE